O=C1NC(CCC1NC=1C=C(CNCC2=CC=C(C(=O)NC3=CC(=C(C=C3)C)NC3=NC=CC(=N3)C=3C=NC=CC3)C=C2)C=CC1)=O 4-(((3-((2,6-dioxopiperidin-3-yl)amino)benzyl)amino)methyl)-N-(4-methyl-3-((4-(pyridin-3-yl)pyrimidin-2-yl)amino)phenyl)benzamide